methyl (7-(butylamino)-1-(4-cyano-2-methoxybenzyl)-1H-pyrazolo[4,3-d]pyrimidin-5-yl)carbamate C(CCC)NC=1C2=C(N=C(N1)NC(OC)=O)C=NN2CC2=C(C=C(C=C2)C#N)OC